1-((5-(5-(difluoromethyl)-1,3,4-oxadiazol-2-yl)pyridin-2-yl)methyl)-6-fluoro-5-(1-methyl-1H-pyrazol-5-yl)-3-(1-methylpiperidin-4-yl)-1,3-dihydro-2H-benzo[d]imidazol-2-one FC(C1=NN=C(O1)C=1C=CC(=NC1)CN1C(N(C2=C1C=C(C(=C2)C2=CC=NN2C)F)C2CCN(CC2)C)=O)F